1-(4-(5-(7-methyl-[1,2,4]triazolo[4,3-a]pyrimidin-5-yl)pyridin-3-yl)phenyl)pyrrolidin-2-one CC1=NC=2N(C(=C1)C=1C=C(C=NC1)C1=CC=C(C=C1)N1C(CCC1)=O)C=NN2